C(C)OC(=O)C=1OC2=C(C1)C=CC=C2 ethyl-1-benzofuran-2-carboxylate